C(C)N1[C@@H](CN(CC1)C=1C=CC=2N(C(C=CN2)=O)C1)C 7-[(3R)-4-ethyl-3-methylpiperazin-1-yl]-4H-pyrido[1,2-a]pyrimidin-4-one